ClC=1C=C2CC(N(C2=CC1)C(C(=O)N)C)=O 2-(5-chloro-2-oxo-2,3-dihydro-1H-indol-1-yl)propanamide